6-bromo-3-{[2-(trimethylsilyl)ethoxy]methyl}-1,3-benzodiazole-4-carbaldehyde BrC=1C=C(C2=C(N=CN2COCC[Si](C)(C)C)C1)C=O